N-(4-{[4-amino-2-butyl-1H-imidazo[4,5-c]quinolin-1-yl]oxy}butyl)stearamide NC1=NC=2C=CC=CC2C2=C1N=C(N2OCCCCNC(CCCCCCCCCCCCCCCCC)=O)CCCC